tert-butyl 3-(6-bromo-2-pyridyl)-2,5-dihydropyrrole-1-carboxylate BrC1=CC=CC(=N1)C=1CN(CC1)C(=O)OC(C)(C)C